C(C1=CC=CC=C1)OC(=O)N1C[C@H]2[C@@](C1)(C[C@H](C2)O)O.O[C@@]21[C@@H](CN(C2)C(=O)OCC2=CC=CC=C2)C[C@H](C1)O Benzyl (3aS,5R,6aR)-3a,5-dihydroxyhexahydrocyclopenta[c]pyrrole-2(1H)-carboxylate Benzyl-(3aR,5S,6aS)-3a,5-dihydroxyhexahydrocyclopenta[c]pyrrole-2(1H)-carboxylate